tert-butyl 2-(cyclopropanecarbonyl)-2-methyl-1-((5-(trifluoromethyl)pyrazolo[1,5-a]pyridin-2-yl)methyl)hydrazine-1-carboxylate C1(CC1)C(=O)N(N(C(=O)OC(C)(C)C)CC1=NN2C(C=C(C=C2)C(F)(F)F)=C1)C